1-Ethylpiperidine-4-carboxylic acid C(C)N1CCC(CC1)C(=O)O